5-(3-Cyclopropoxyphenyl)-1-(1-[[2-(trimethylsilyl)ethoxy]methyl]-1H-indazol-4-yl)-1H-pyrazole-3-carboxylic acid methyl ester COC(=O)C1=NN(C(=C1)C1=CC(=CC=C1)OC1CC1)C1=C2C=NN(C2=CC=C1)COCC[Si](C)(C)C